ClC1=C(C=C(CN2C(=NC=3N(C(N(C(C23)=O)CCCO)=O)C)C#CCOC2CCC2)C=C1)F 7-(4-chloro-3-fluorobenzyl)-8-(3-cyclobutoxy-prop-1-yn-1-yl)-1-(3-hydroxypropyl)-3-methyl-3,7-dihydro-1H-purine-2,6-dione